BrC1=C(C=C2C(=CNC2=C1)C(C(F)(F)F)=O)F 1-(6-bromo-5-fluoro-1H-indol-3-yl)-2,2,2-trifluoro-ethanone